C(C1=CC=CC=C1)SCCC(=O)Cl 3-(benzylthio)propionyl chloride